C(C)(C)(C)OC(=O)N1CCC(CC1)CC1=CC=C(C=C1)CO 4-(4-hydroxymethyl-benzyl)piperidine-1-carboxylic acid tert-butyl ester